3-((difluoromethyl)sulfonyl)-N-((2-(6-(2-hydroxy-2-methyl-7-azaspiro[3.5]nonan-7-yl)pyridin-2-yl)-1,6-naphthyridin-7-yl)methyl)benzamide FC(S(=O)(=O)C=1C=C(C(=O)NCC2=NC=C3C=CC(=NC3=C2)C2=NC(=CC=C2)N2CCC3(CC(C3)(C)O)CC2)C=CC1)F